3,5-dibromo-2-(4-methoxybenzyl)-1-(3,4,5-trimethoxyphenyl)-2,5,6,7-tetrahydro-4H-isoindol-4-one BrC=1N(C(=C2CCC(C(C12)=O)Br)C1=CC(=C(C(=C1)OC)OC)OC)CC1=CC=C(C=C1)OC